FC(S(=O)(=O)O[C@@H]1[C@H](O[C@@H]2OC(O[C@@H]21)(C)C)[C@@H]2OC(OC2)(C)C)(F)F (3aR,5R,6R,6aR)-5-((R)-2,2-dimethyl-1,3-dioxolan-4-yl)-2,2-dimethyltetrahydrofuro[2,3-d][1,3]dioxolan-6-yl trifluoromethanesulfonate